2-(alpha-n-pentanonyl)benzoic acid C(CCCC)(=O)C1=C(C(=O)O)C=CC=C1